CN[C@H](CC)C1CCC(CC1)C(=O)OC methyl (1R,4r)-4-((R)-1-(methylamino)propyl)cyclohexane-1-carboxylate